C(C)OC(CCN(C1=NC=CC=C1)C(C1=CC(=C(C=C1)NC)N)=O)=O 3-[(3-amino-4-methylaminobenzoyl)-pyridin-2-yl-amino]-propionic acid ethyl ester